FC1=CC=C(C(=O)NN)C=C1 4-fluorobenzhydrazide